(1R,3S)-N3-({4-[(5-methoxypyridin-3-yl)amino]phenyl}methyl)-N1-methyl-N1-[6-(2,2,2-trifluoroethyl)thieno[2,3-d]pyrimidin-4-yl]cyclopentane-1,3-diamine Hydrochloride Cl.COC=1C=C(C=NC1)NC1=CC=C(C=C1)CN[C@@H]1C[C@@H](CC1)N(C=1C2=C(N=CN1)SC(=C2)CC(F)(F)F)C